(3'-Methoxy-[1,1'-biphenyl]-4-yl)methanol COC=1C=C(C=CC1)C1=CC=C(C=C1)CO